6'-(2,2-dibromo-1-fluorocyclopropyl)-5'-fluoro-2'-(4-methoxybenzyl)-2',3'-dihydro-1'H-spiro[cyclopropane-1,4'-isoquinoline] BrC1(C(C1)(F)C=1C(=C2C3(CN(CC2=CC1)CC1=CC=C(C=C1)OC)CC3)F)Br